2-(4-(5-methyl-7H-pyrrolo[2,3-d]pyrimidin-4-yl)-3,4-dihydro-2H-1,4-thiazin-6-yl)-4,5,6,7-tetrahydrothieno[3,2-c]pyridine CC1=CNC=2N=CN=C(C21)N2CCSC(=C2)C2=CC=1CNCCC1S2